C(C)N1CCC(CC1)NC=1C=2CCCCC2N=C2C=C(C(=CC12)OC)C#N 9-[(1-ethylpiperidin-4-yl)amino]-2-methoxy-5,6,7,8-tetrahydroacridine-3-carbonitrile